4-{[1,2,4]triazolo[1,5-a]pyridin-7-yloxy}aniline N=1C=NN2C1C=C(C=C2)OC2=CC=C(N)C=C2